(S)-3-fluoro-5-(1-hydroxy-1-(tetrahydro-2H-pyran-4-yl)propyl)benzoic acid (1R,2S)-2-amino-1,2-diphenylethan-1-ol salt N[C@H]([C@H](O)C1=CC=CC=C1)C1=CC=CC=C1.FC=1C=C(C(=O)O)C=C(C1)[C@](CC)(C1CCOCC1)O